N-[(2S,3R)-2-[(3',5'-difluoro[1,1'-biphenyl]-3-yl)methyl]-4,4-difluoro-1-(2-hydroxy-2-methylpropanoyl)pyrrolidin-3-yl]ethanesulfonamide FC=1C=C(C=C(C1)F)C1=CC(=CC=C1)C[C@@H]1N(CC([C@@H]1NS(=O)(=O)CC)(F)F)C(C(C)(C)O)=O